FC1=C(C=CC(=C1)C1=NOC(=N1)C(F)(F)F)C(CSCCOC)=O 1-(2-fluoro-4-(5-(trifluoromethyl)-1,2,4-oxadiazol-3-yl)phenyl)-2-((2-methoxyethyl)thio)ethan-1-one